3,3-dimethyl-N-phenethylmorpholine-4-carboxamide CC1(N(CCOC1)C(=O)NCCC1=CC=CC=C1)C